C(C)C1=C(C=CC=C1)C1=CC(=CC=C1)[C@H](CC(=O)O)NC(=O)NC=1C(N(C=C(C1O)C)C)=O (S)-3-(2'-ethylbiphenyl-3-yl)-3-(3-(4-hydroxy-1,5-dimethyl-2-oxo-1,2-dihydropyridin-3-yl)ureido)propanoic acid